resorcin bisphosphite P(O)(O)O.P(O)(O)O.C1(O)=CC(O)=CC=C1